C(#C)[C@@H]1CN(CCO1)C(=O)OC(C)(C)C (R)-tert-Butyl 2-ethynylmorpholine-4-carboxylate